(2R)-2-amino-3-(4-fluorophenyl)propionic acid N[C@@H](C(=O)O)CC1=CC=C(C=C1)F